C1(CC1)C1=CC=C(C=C1)CN 1-(4-cyclopropylphenyl)methanamine